(S)-1-(3-bromo-4-fluorophenyl)-2,2,2-trifluoroethyl cyclobutylcarbamate C1(CCC1)NC(O[C@H](C(F)(F)F)C1=CC(=C(C=C1)F)Br)=O